OCC12CC(C1)(C2)NC=2C1=C(N=C(N2)C2=CC=C(C=C2)C=2OC=CN2)CC[S@]1=O (R)-4-((3-(Hydroxymethyl)bicyclo[1.1.1]pentan-1-yl)amino)-2-(4-(oxazol-2-yl)phenyl)-6,7-dihydrothieno[3,2-d]pyrimidine 5-oxide